methyl (4,6-diamino-2-(7-fluoro-1-(pyridin-4-ylmethyl)-1H-indazol-3-yl) pyrimidin-5-yl)carbamate NC1=NC(=NC(=C1NC(OC)=O)N)C1=NN(C2=C(C=CC=C12)F)CC1=CC=NC=C1